N1(CCC1)C1=CC=C2C(NC=3N(C2=C1)N=NC3S(=O)(=O)C3=C(C=C(C=C3)C)C)=O 8-(azetidin-1-yl)-3-(2,4-dimethylphenyl)sulfonyl-4H-triazolo[1,5-a]quinazolin-5-one